ClC1=C(C=C(C=C1)C1C(C1)NC(N([C@@H]1CN(CC1)C=1N=NC=CC1)C1CC1)=O)C 3-[2-(4-chloro-3-methylphenyl)cyclopropyl]-1-cyclopropyl-1-[(3S)-1-(pyridazin-3-yl)pyrrolidin-3-yl]urea